1-(4-(2,6-dioxopiperidin-3-yl)-3,5-difluorophenyl)azetidin-3-yl((S)-1-cyclohexylethyl)carbamate O=C1NC(CCC1C1=C(C=C(C=C1F)N1CC(C1)N(C([O-])=O)[C@@H](C)C1CCCCC1)F)=O